N-(2-iodo-3-(2,2,2-trifluoroethyl)benzo[b]thiophen-7-yl)-5-methyl-5-azaspiro[2.5]octan-8-amine IC1=C(C2=C(S1)C(=CC=C2)NC2CCN(CC21CC1)C)CC(F)(F)F